ClC=1C(CCN(C1)CCl)=O 5-chloro-1-(chloromethyl)-4-oxo-3,4-dihydropyridin